FC1=C(C=O)C(=CC=C1)S(=O)(=O)C1=CC=C(C=C1)Cl 2-fluoro-6-((4-chlorophenyl)sulfonyl)benzaldehyde